[O-]S(=O)(=O)C(F)(F)F.COC1=CC=C(C2=CC=CC=C12)[S+]1CCCC1 4-methoxy-1-naphthyltetrahydrothiophenium triflate